3-((tert-butyldimethylsilyl)oxy)-1-(pyridin-2-yl)prop-1-en-1-yl-triflic acid [Si](C)(C)(C(C)(C)C)OCC=C(C1=NC=CC=C1)OS(=O)(=O)C(F)(F)F